CS(=O)(=O)C=1C=CC(=NC1)CC1CC2(CN(C2)C(=O)N2C[C@@H]3[C@@H](OCC(N3)=O)CC2)C1 (4aR,8aS)-6-[6-[(5-methylsulfonyl-2-pyridyl)methyl]-2-azaspiro[3.3]heptane-2-carbonyl]-4,4a,5,7,8,8a-hexahydropyrido[4,3-b][1,4]oxazin-3-one